OC1=CC=C(C=C1)NC=1C=C2C3=C(C=NC2=CC1)C(C1=C3C=NC(=N1)C(F)(F)F)=O 2-((4-hydroxyphenyl)amino)-9-(trifluoromethyl)-7H-pyrimido[5',4':3,4]cyclopenta[1,2-c]quinolin-7-one